O[C@@H]1C[C@@H](CCC1)NC(OC(C)(C)C)=O |r| (rac)-tert-butyl ((1R,3S)-3-hydroxycyclohexyl)carbamate